3-fluoro-2-((4-oxo-4,5,6,7-tetrahydro-1H-pyrazolo[4,3-c]pyridin-1-yl)methyl)benzonitrile FC=1C(=C(C#N)C=CC1)CN1N=CC=2C(NCCC21)=O